Cl.Cl.ClC=1C=C2C(=NC1)[C@@H]([C@H](O2)C)CN 1-[(2R,3S)-6-chloro-2-methyl-2,3-dihydrofuro[3,2-b]pyridin-3-yl]methylamine dihydrochloride